ClC=1C=C(C=CC1)NC(=O)C1=CC=2N(C(=C1)C1=CC=C(C=C1)C#N)N=CN2 N-(3-chlorophenyl)-5-(4-cyanophenyl)-[1,2,4]triazolo[1,5-a]pyridine-7-carboxamide